[Na+].FC(S(=O)[O-])(F)F trifluoromethanesulphinic acid sodium salt